5-methyl-Oxy-7-methylindole-1-carboxylic acid tert-butyl ester C(C)(C)(C)OC(=O)N1C=CC2=CC(=CC(=C12)C)OC